silicon phosphorylcholine P(=O)#C[N+](CCO)(C)C.[Si+4]